4-Benzyl-1-((7-((R)-3-cyclohexyl-2-methylpropanoyl)-10-hydroxy-7-azaspiro[4.5]decan-10-yl)methyl)pyrrolidin-2-one C(C1=CC=CC=C1)C1CC(N(C1)CC1(CCN(CC12CCCC2)C([C@@H](CC2CCCCC2)C)=O)O)=O